C(#N)[C@@H]1C[C@H](C1)C(=O)NC1=NC=C(C(=O)NC([2H])([2H])[2H])C(=C1)NC1=CC=C2C=NN(C2=C1OC)CC 6-((Trans)-3-cyanocyclobutane-1-carboxamido)-4-((1-ethyl-7-methoxy-1H-indazol-6-yl)amino)-N-(methyl-d3)nicotinamide